C(CCCCCCC)OC=1C=C(C=C(C1)OCCCCCCCC)C=1C2=CC=C(N2)C(=C2C=CC(C(=C3C=CC(=C(C=4C=CC1N4)Br)N3)C3=CC(=CC(=C3)OCCCCCCCC)OCCCCCCCC)=N2)Br 5,15-bis(3,5-dioctyloxyphenyl)-10,20-dibromoporphyrin